8-oxo-5,6,7,8-tetrahydroisoquinoline 2-oxide O=C1CCCC=2C=C[N+](=CC12)[O-]